C(C=C)(=O)N1CC(N(CC1)C=1SC(=CC1)C)=O 4-acryloyl-1-(5-methylthiophen-2-yl)piperazin-2-one